2-((methylamino)methyl)pyrrolidine-1-carboxylate CNCC1N(CCC1)C(=O)[O-]